2-((S)-2-((6-oxo-5-(trifluoromethyl)-Methyl 1-((2-(trimethylsilyl)ethoxy)methyl)-1,6-dihydropyridazin-4-yl)amino)propoxy)cyclopropane-1-carboxylate O=C1C(=C(C(=NN1COCC[Si](C)(C)C)C)N[C@H](COC1C(C1)C(=O)[O-])C)C(F)(F)F